ClC1=CC(=NC(=C1)N1CCOCC1)N1S(CCC1)(=O)=O 2-[4-chloro-6-(morpholin-4-yl)pyridin-2-yl]-1λ6,2-thiazolidine-1,1-dione